C(C1=CC=CC=C1)=C1C(NN2CCCC2)C=CC=C1 benzylidene(1-pyrrolidinyl)aniline